C(CCC\C=C/CCCCCC)O Z-5-dodecenol